(methylsulfonyl)-4,5,6,7-tetrahydro-1H-indazole-6-carboxamide CS(=O)(=O)N1N=CC=2CCC(CC12)C(=O)N